OC(C(CCCCCCC\C=C/C\C=C/CCCCC)=O)CCCCCCC\C=C/C\C=C/CCCCC (6Z,9Z,27Z,30Z)-19-Hydroxyhexatriaconta-6,9,27,30-Tetraen-18-One